CC1=NN=C(C2=C1CC(C2)CO)C (1,4-dimethyl-6,7-dihydro-5H-cyclopenta[d]pyridazin-6-yl)methanol